(2S,3R,4S,5R)-2-(acetoxymethyl)-5-(2,4-dioxo-1-(piperidin-4-yl)-1,2,3,4-Tetrahydropyrimidin-5-yl)tetrahydrofuran-3,4-diacetate C(C)(=O)OC[C@H]1O[C@H]([C@H]([C@H]1CC(=O)[O-])CC(=O)[O-])C=1C(NC(N(C1)C1CCNCC1)=O)=O